ClC=1OC=2C(=NC(=CC2C)Cl)N1 2,5-dichloro-7-methyloxazolo[4,5-b]pyridine